ClC=1C=C(C=CC1C)N1N=CC(=C1)C(C(=O)NC1=NNC(=C1)C1CC1)C 2-[1-(3-chloro-4-methylphenyl)pyrazol-4-yl]-N-(5-cyclopropyl-1H-pyrazol-3-yl)propanamide